O.C(C(O)CC(=O)O)(=O)O.N[C@@H]1CN(C[C@H](C1)C)C1=CC=C2C(C(=CN(C2=C1OC)C1CC1)C(=O)O)=O.N[C@@H]1CN(C[C@H](C1)C)C1=CC=C2C(C(=CN(C2=C1OC)C1CC1)C(=O)O)=O.C(C(O)CC(=O)O)(=O)O 7-[(3S,5S)-3-amino-5-methyl-piperidin-1-yl]-1-cyclopropyl-8-methoxy-4-oxo-1,4-dihydroquinoline-3-carboxylic acid malate hemihydrate